N1=CC=C(C=C1)NC(=O)C=1C(=NC=C(C1)C(F)(F)F)OC1=CC=C(C=C1)OC(F)(F)F N-(4-pyridinyl)-2-[4-(trifluoromethoxy)phenoxy]-5-(trifluoromethyl)pyridine-3-carboxamide